9,9-bis(2-cyanato-5-biphenylyl)fluorene O(C#N)C1=C(C=C(C=C1)C1(C2=CC=CC=C2C=2C=CC=CC12)C=1C=CC(=C(C1)C1=CC=CC=C1)OC#N)C1=CC=CC=C1